N=1NN=NC1C=1C(=NC=CC1)NC1=CC=C(C=C1)C(F)(F)F 3-(2H-tetrazol-5-yl)-N-[4-(trifluoromethyl)phenyl]pyridin-2-amine